butyl 3-[(7S)-4-[5-(5-fluoro-2-methoxypyridin-4-yl)-1H-pyrazole-3-carbonyl]-4-azaspiro[2.5]octane-7-amido]azetidine-1-carboxylate FC=1C(=CC(=NC1)OC)C1=CC(=NN1)C(=O)N1C2(CC2)C[C@H](CC1)C(=O)NC1CN(C1)C(=O)OCCCC